C(C)(C)(C)OC(NC[C@H]1C[C@H]([C@@H]2OC(O[C@@H]21)(C)C)N2C=C(C1=C2N=CN=C1NCCC=C)I)=O tert-Butyl-(((3aR,4R,6R,6aS)-6-(4-(but-3-en-1-ylamino)-5-iodo-7H-pyrrolo[2,3-d]pyrimidin-7-yl)-2,2-dimethyltetrahydro-4H-cyclopenta[d][1,3]dioxol-4-yl)methyl)carbamate